CS(=O)(=O)N methylsulfonamid